ClC1=C(C(=CC=C1)C)NC(=O)C1=CN=C(S1)NC1=NC(=NC(=C1)NCC=1C=C2CN(C(C2=CC1F)=O)C1C(NC(CC1)=O)=O)C N-(2-chloro-6-methylphenyl)-2-((6-(((2-(2,6-dioxopiperidin-3-yl)-6-fluoro-1-oxoisoindolin-5-yl)methyl)amino)-2-methylpyrimidin-4-yl)amino)thiazole-5-carboxamide